C(C)C1=C(N=C(C(=N1)C(=O)N)NC1=CC(=NC=C1)NCCCNC(C#C)=O)NC1CCOCC1 6-Ethyl-3-((2-((3-propiolamidopropyl)amino)pyridin-4-yl)amino)-5-((tetrahydro-2H-pyran-4-yl)amino)pyrazine-2-carboxamide